C1(CC1)C[C@@H](C(=O)OCC1=C(C=CC=C1)F)NC(C[C@H]1N(C(CC1)=O)CC1=C(C(=CC(=C1)F)F)F)=O 2-Fluorobenzyl (S)-3-cyclopropyl-2-(2-((S)-5-oxo-1-(2,3,5-trifluorobenzyl)pyrrolidin-2-yl)acetamido)propanoate